N-((S)-1-amino-3-((tertbutyldimethylsilyl)oxy)-2-methyl-1-oxopropan-2-yl)-2-methyl-5-(trans-2-(pyridin-2-yl)cyclopropyl)benzofuran-3-carboxamide NC([C@@](CO[Si](C)(C)C(C)(C)C)(C)NC(=O)C1=C(OC2=C1C=C(C=C2)[C@H]2[C@@H](C2)C2=NC=CC=C2)C)=O